[2-[3-[[2-(1,3-Benzodioxol-5-yl)-1-methyl-2-oxo-ethyl]-methyl-amino]-1,1-dimethyl-3-oxo-propyl]-3,5-dimethyl-phenyl]acetate O1COC2=C1C=CC(=C2)C(C(C)N(C(CC(C)(C)C2=C(C=C(C=C2C)C)CC(=O)[O-])=O)C)=O